tert-butyl (2R,4R)-4-((6-((1-(tert-butyl)-5-methyl-1H-pyrazol-3-yl)amino)-3-fluoropyridin-2-yl)methyl)-1-(3-chloro-2-fluorophenethyl)-2-methylpiperidine-4-carboxylate C(C)(C)(C)N1N=C(C=C1C)NC1=CC=C(C(=N1)C[C@@]1(C[C@H](N(CC1)CCC1=C(C(=CC=C1)Cl)F)C)C(=O)OC(C)(C)C)F